4-[2-(4-amino-piperidin-1-yl)-1-methyl-5-(6-morpholin-4-yl-pyridin-3-yl)-6-oxo-1,6-dihydro-pyrimidin-4-yl]-2-fluoro-benzonitrile NC1CCN(CC1)C=1N(C(C(=C(N1)C1=CC(=C(C#N)C=C1)F)C=1C=NC(=CC1)N1CCOCC1)=O)C